N-(5-((7-((1-Aminocyclopropyl)methoxy)-6-(methylcarbamoyl)quinolin-4-yl)oxy)pyridin-2-yl)-N-(4-Fluorophenyl)cyclopropane-1,1-dicarboxamide NC1(CC1)COC1=C(C=C2C(=CC=NC2=C1)OC=1C=CC(=NC1)N(C(=O)C1(CC1)C(=O)N)C1=CC=C(C=C1)F)C(NC)=O